tert-butyl 4-(2-(4-(morpholinomethyl) phenylamino) thieno[3,2-d]pyrimidin-7-yl)-5,6-di-hydropyridine-1(2H)-carboxylate O1CCN(CC1)CC1=CC=C(C=C1)NC=1N=CC2=C(N1)C(=CS2)C2=CCN(CC2)C(=O)OC(C)(C)C